FC=1C=C(C=CC1NC1=NC=C(C(=N1)C1=C2OC[C@@H](N3C=NC(C(=C1)F)=C32)C)F)N3C(COCC3)=O (S)-4-(3-fluoro-4-((5-fluoro-4-(8-fluoro-3-methyl-3,4-dihydro-5-oxa-1,2a-diazaacenaphthylene-6-yl)pyrimidin-2-yl)amino)phenyl)morpholin-3-one